titanium-tantalum-silicon-boron [B].[Si].[Ta].[Ti]